(2r,3r,4s,5r)-2-(4-aminopyrrolo[2,1-f][1,2,4]triazin-7-yl)-5-azido-3,4-dihydroxy-5-(hydroxymethyl)tetrahydrofuran-2-carbonitrile NC1=NC=NN2C1=CC=C2[C@@]2(O[C@@]([C@H]([C@H]2O)O)(CO)N=[N+]=[N-])C#N